tetraacetyloxybenzoic acid C(C)(=O)OC=1C(=C(C(=C(C(=O)O)C1)OC(C)=O)OC(C)=O)OC(C)=O